ClC=1C(=NC=CC1)C(C)(C)NC1=NC=C(C=N1)N1C=C(C=C1)C(=O)N 1-(2-{[1-(3-chloro(2-pyridyl))-isopropyl]amino}pyrimidin-5-yl)pyrrole-3-carboxamide